C1N(CC2=CC=CC=C12)C=1OC2=C(C=C(C=C2C(C1)=O)C)C(C)NC1=C(C(=O)O)C=CC=C1 2-[1-(2-Isoindolin-2-yl-6-methyl-4-oxo-chromen-8-yl)ethylamino]benzoic Acid